O=C1NC(CCC1N1C(N(C2=C1C=CC(=C2)C(C(=O)O)CCCC)C)=O)=O [1-(2,6-dioxo-3-piperidinyl)-3-methyl-2-oxo-benzimidazol-5-yl]Hexanoic acid